NC1(CC1)C#CC1=C(C(=O)OC)C=CC(=C1)NC(=O)C1CCNCC1 methyl 2-((1-aminocyclopropyl)ethynyl)-4-(piperidine-4-carboxamido)benzoate